O1C(CC(C=2CCCCC12)=O)=O 5,6,7,8-tetrahydro-chroman-2,4-dione